ethyl 5-methyl-4,5,6,7-tetrahydrobenzo[d]thiazole-2-carboxylate CC1CCC2=C(N=C(S2)C(=O)OCC)C1